N-{2-[(4S)-3,3-difluoro-4-(methylamino)piperidin-1-yl]pyrimidin-4-yl}-8-[(2R,3S)-3-(methanesulfonylmeth-yl)-2-methylazetidin-1-yl]-5-(propan-2-yl)isoquinolin-3-amine FC1(CN(CC[C@@H]1NC)C1=NC=CC(=N1)NC=1N=CC2=C(C=CC(=C2C1)C(C)C)N1[C@@H]([C@H](C1)CS(=O)(=O)C)C)F